5-[(2-Fluoropyridin-4-yl)methyl]-7-hexyl-5H,6H,7H,8H,9H,10H-cyclohepta[b]indole-4-carboxylic acid FC1=NC=CC(=C1)CN1C2=C(C3=CC=CC(=C13)C(=O)O)CCCC(C2)CCCCCC